FC1C=CCS(=O)(=O)OC1 4-fluoro-2-pentene-1,5-sultone